FC1=C(C=CC2=C1N=CS2)NC2=C1C(=NC=C2)SC(=C1)[C@@H]1[C@H](NCCC1)C 4-fluoro-N-(2-((2R,3S)-2-methyl-piperidin-3-yl)thieno[2,3-b]pyridin-4-yl)benzo[d]thiazol-5-amine